Methyl 3-chloro-2-(2,3-difluoro-6-(3-fluoro-1-methyl-1H-pyrazol-4-yl)phenyl)imidazo[1,2-a]pyridine-7-carboxylate ClC1=C(N=C2N1C=CC(=C2)C(=O)OC)C2=C(C(=CC=C2C=2C(=NN(C2)C)F)F)F